FC1=C(COC=2C=C3C(=CN2)OC(=C3C(=O)OCC)C)C=CC=C1 ethyl 5-((2-fluorobenzyl) oxy)-2-methylfuro[2,3-C]pyridine-3-carboxylate